BrC=1C=C(C=CC1)C(C1=NN=CN1C)C1=CC=CC=C1 3-((3-bromophenyl)(phenyl)-methyl)-4-methyl-4H-1,2,4-triazole